2-(1',3',3'-trimethyl-2-indolylidene)-acetaldehyde CN1C(C(C2=CC=CC=C12)(C)C)=CC=O